BrC(=C)C1=CC=CC=C1 α-bromostyrene